3,3'-bis(trifluoromethyl)-benzidine FC(C=1C=C(C=CC1N)C1=CC(=C(N)C=C1)C(F)(F)F)(F)F